BrC1=CC=C2N(C(C(N(C2=C1)C1CCN(CC1)C1=NC=C(C=N1)C#N)=O)=O)C 2-(4-(7-bromo-4-methyl-2,3-dioxo-3,4-dihydroquinoxalin-1(2H)-yl)piperidin-1-yl)pyrimidine-5-carbonitrile